C(C1CO1)OCC1=C(C=C)C=CC(=C1)COCC1CO1 2,4-diglycidyl-oxymethylstyrene